[N+](=[N-])=CC(CC[C@@H](C(=O)OC(C)C)NC([C@H](C1=CC=C(C=C1)OC)O)=O)=O isopropyl (S)-6-diazo-2-((S)-2-hydroxy-2-(4-methoxyphenyl)acetamido)-5-oxohexanoate